O1CCN(CC1)P(OCC1CN(CC(O1)N1C2=NC=NC(=C2N=C1)NC(C1=CC=CC=C1)=O)C(C1=CC=CC=C1)(C1=CC=CC=C1)C1=CC=CC=C1)(=O)Cl (6-(6-BENZAMIDO-9H-PURIN-9-YL)-4-TRITYLMORPHOLIN-2-YL)METHYL MORPHOLINOPHOSPHONOCHLORIDATE